(5-(cis-2,6-dimethylmorpholino)-4'-((4-((R)-3-methylmorpholino)-6-(methylsulfonyl)pyridin-2-yl)amino)-[2,3'-bipyridin]-6'-yl)acetamide C[C@@H]1O[C@@H](CN(C1)C=1C=CC(=NC1)C=1C=NC(=CC1NC1=NC(=CC(=C1)N1[C@@H](COCC1)C)S(=O)(=O)C)CC(=O)N)C